ClC=1C=2C(N=C3N(C2C=CC1)C1=CC(=CC=C1C3(C)C)N3CCN(CC3)CC=3C=NC(=NC3)N3CCC(CC3)C3=CC(=C(C(=C3)F)C3C(NC(CC3)=O)=O)F)=O 3-(4-(1-(5-((4-(4-chloro-7,7-dimethyl-5-oxo-5,7-dihydroindolo[1,2-a]quinazolin-10-yl)piperazin-1-yl)methyl)pyrimidin-2-yl)piperidin-4-yl)-2,6-difluorophenyl)piperidine-2,6-dione